C(C(C)C)N1CCC(CC1)CNC1=NC=CC(=C1)C1=CNC2=CN=CC=C21 N-((1-isobutylpiperidin-4-yl)methyl)-4-(1H-pyrrolo[2,3-c]pyridin-3-yl)pyridin-2-amine